2-(2,6-dioxopiperidin-3-yl)-5-methoxy-3-oxoisoindoline-4-carboxylic acid O=C1NC(CCC1N1CC=2C=CC(=C(C2C1=O)C(=O)O)OC)=O